ClC=1C=C(C=NC1)C1=NC(=C2N=CNC2=N1)NCC1=C(C=CC(=C1)C)F 2-(5-chloropyridin-3-yl)-6-((2-fluoro-5-methylbenzyl)amino)-9H-purine